CC1OC(CN(C1)C1=CC=C(C=C1)NC=1C=C2C(=CN(C2=CC1)C)C(=O)O)C 5-((4-(2,6-dimethylmorpholino)phenyl)amino)-1-methyl-1H-indole-3-carboxylic acid